2-((5-phenylpyrazin-2-yl)amino)butanoic acid C1(=CC=CC=C1)C=1N=CC(=NC1)NC(C(=O)O)CC